3-CHLOROBENZYLISOCYANIDE ClC=1C=C(C[N+]#[C-])C=CC1